BrC=1C=NC(=C(C(=O)N)C1)N1C(=CC=C1C)C 5-bromo-2-(2,5-dimethyl-1H-pyrrol-1-yl)nicotinamide